tert-butyl 6-[5-methyl-1-[4-(trifluoromethoxy)phenyl]pyrazol-4-yl]-2,6-diazaspiro[3.3]heptane-2-carboxylate CC1=C(C=NN1C1=CC=C(C=C1)OC(F)(F)F)N1CC2(CN(C2)C(=O)OC(C)(C)C)C1